2-(3-(3-hydroxyprop-1-yn-1-yl)-N,5-dimethyl-2-(4-methylphenylsulfonamido)phenylsulfonamido)-N-(1-methyl-2-oxo-1,2-dihydropyridin-4-yl)acetamide OCC#CC=1C(=C(C=C(C1)C)S(=O)(=O)N(C)CC(=O)NC1=CC(N(C=C1)C)=O)NS(=O)(=O)C1=CC=C(C=C1)C